2-(2-iodo-4-methoxyphenyl)-2H-1,2,3-triazole IC1=C(C=CC(=C1)OC)N1N=CC=N1